C(C)C(CNC(=N)NC(=N)N1CCC(CC1)NC(=N)NC(NCC(CCCC)CC)=N)CCCC N-(N-(2-ethylhexyl)carbamimidoyl)-4-(3-(N-(2-ethylhexyl)carbamimidoyl)guanidino)piperidine-1-carboximidamide